NC1=NC=C(C=N1)/C(=C/C=1C=C(C(=O)N[C@@H]2[C@H](CCCC2)O)C=CC1F)/F 3-[(Z)-2-(2-aminopyrimidin-5-yl)-2-fluorovinyl]-4-fluoro-N-[(1S,2S)-2-hydroxycyclohexyl]Benzamide